(S)-3-(ethylsulfanyl)butan-1-ol C(C)S[C@H](CCO)C